C(#N)C1=CC=C(C=C1)C=1C=C2C(=NC1)NC(=N2)C2CN(CC2)C#N 3-(6-(4-cyanophenyl)-3H-imidazo[4,5-b]pyridin-2-yl)pyrrolidine-1-carbonitrile